4-O-(2-azido-3,4,6-tri-O-benzyl-2-deoxy-β-D-glucopyranosyl)-2,3-di-O-benzyl-1-O-levulinoyl-5-O-(4-methoxyphenyl)-D-ribitol N(=[N+]=[N-])[C@H]1[C@@H](O[C@@H]([C@H]([C@@H]1OCC1=CC=CC=C1)OCC1=CC=CC=C1)COCC1=CC=CC=C1)O[C@@H]([C@H]([C@H](COC(CCC(=O)C)=O)OCC1=CC=CC=C1)OCC1=CC=CC=C1)COC1=CC=C(C=C1)OC